S1C=C(C=C1)CC1OCCO1 2-(thiophen-3-ylmethyl)-1,3-dioxolane